[Si+2](Cl)Cl silicon (iv) dichloride